C1(CC1)C=1OC(=NN1)N1[C@@H](C2=C(CC1)NC=N2)C2=NN1C(C(=CC=C1)C(C)C)=C2 (S)-2-cyclopropyl-5-(4-(4-isopropylpyrazolo[1,5-a]pyridin-2-yl)-1,4,6,7-tetrahydro-5H-imidazo[4,5-c]pyridin-5-yl)-1,3,4-oxadiazole